FC1(CN(CC1(C)C)C=1C=2N(C(=CN1)F)N=C(C2)C=2C(NC(NC2)=O)=O)F 5-[4-(3,3-Difluoro-4,4-dimethyl-pyrrolidin-1-yl)-7-fluoro-pyrazolo[1,5-a]pyrazin-2-yl]-1H-pyrimidine-2,4-dione